N1(CCCC1)C(=O)C1=CC=C(C=C1)B1OC(C)(C)C(C)(C)O1 4-(1-pyrrolidinylcarbonyl)benzeneboronic acid pinacol ester